O=C1N(CCNC1)C=1C=C(C=CC1)N[C@H]1C(NC(CC1)=O)=O (R)-3-((3-(2-Oxopiperazin-1-yl)phenyl)amino)piperidine-2,6-dione